C(C)OC(=O)C1=CC=C(C=C1)B(O)O 4-(ethoxycarbonyl)-phenyl-boronic acid